ClC1=CC(=C(C=C1)C1(CC1)C(=O)NC=1C=CC(=C(C(=O)OC)C1)C1=CN=C(S1)C1CCC1)F Methyl 5-({[1-(4-chloro-2-fluorophenyl) cyclopropyl] carbonyl} amino)-2-(2-cyclobutyl-1,3-thiazol-5-yl)benzoate